C(OCC1=CC=C(C=C1)NC([C@H](C)NC([C@H](C(C)C)NC(=O)OC(C)(C)C)=O)=O)(OC1=CC=C(C=C1)[N+](=O)[O-])=O {4-[(2S)-2-[(2S)-2-[(tert-butoxycarbonyl)amino]-3-methylbutanamido]propanamido]phenyl}methyl 4-nitrophenyl carbonate